3-fluoropropyl (3R,4S)-3-(5-{4-amino-5-[(4,4-difluoropiperidin-1-yl)methyl]pyrrolo[2,1-f][1,2,4]triazin-7-yl}-2-methoxypyridine-3-amido)-4-fluoropyrrolidine-1-carboxylate NC1=NC=NN2C1=C(C=C2C=2C=C(C(=NC2)OC)C(=O)N[C@@H]2CN(C[C@@H]2F)C(=O)OCCCF)CN2CCC(CC2)(F)F